FC=1C(=C(C=C2C=CC(=CC12)OCC[C@@](CC#N)(C)O)O)N1S(NC(C1)=O)(=O)=O (3S)-5-{[8-fluoro-6-hydroxy-7-(1,1,4-trioxo-1λ6,2,5-thiadiazolidin-2-yl)naphthalen-2-yl]oxy}-3-hydroxy-3-methylpentanenitrile